5'-Deoxy-3'-O-[(1,1-dimethylethyl)dimethylsilyl]-5'-oxo-thymidine CC(C)(C)[Si](O[C@H]1C[C@@H](O[C@@H]1C=O)N1C(=O)NC(=O)C(C)=C1)(C)C